O=C1N(CC(NC1)C(F)(F)F)CC1CC2(CN(C2)C(=O)OC(C)(C)C)C1 tert-butyl 6-[[2-oxo-5-(trifluoromethyl)piperazin-1-yl]methyl]-2-azaspiro[3.3]heptane-2-carboxylate